ethylenediamine di-succinate trisodium salt [Na].[Na].[Na].C1(CCC(=O)ON2CCN(O1)OC(CCC(=O)O2)=O)=O